(1R,4R,7R)-2-{2-[1-(cyclopropylmethyl)-6-(4-fluoro-3-methoxyphenyl)-1H-pyrrolo[2,3-b]pyridin-2-yl]-7-methoxy-1-methyl-1H-1,3-benzodiazole-5-carbonyl}-2-azabicyclo[2.2.1]heptan-7-amine C1(CC1)CN1C(=CC=2C1=NC(=CC2)C2=CC(=C(C=C2)F)OC)C2=NC1=C(N2C)C(=CC(=C1)C(=O)N1[C@@H]2CC[C@H](C1)[C@H]2N)OC